C(C)(=O)N(N(C(=O)C1=CC=2C3=C(C(=NC2C=C1)N)C=NN3C)CC3=NN(C=C3)C3=CC=C(C=C3)F)C N'-acetyl-4-amino-N-((1-(4-fluorophenyl)-1H-pyrazol-3-yl)methyl)-N',1-dimethyl-1H-pyrazolo[4,3-c]quinoline-8-carbohydrazide